BrC=1C=C(C(=NC1)NC=1C=C2CC[C@@H](C2=CC1)NC(C)=O)[N+](=O)[O-] N-[(1S)-5-[(5-bromo-3-nitropyridin-2-yl)amino]-2,3-dihydro-1H-inden-1-yl]acetamide